2-bromo-5-chloro-7-(trifluoromethyl)thiazolo[5,4-b]pyridine BrC=1SC2=NC(=CC(=C2N1)C(F)(F)F)Cl